CN(C(=O)C1(CC(C1)NC=1N=CC2=C(N1)NC=C2C2=NC=1N(C=C2)N=CC1)C)C N,N,1-trimethyl-3-((5-(pyrazolo[1,5-a]pyrimidin-5-yl)-7H-pyrrolo[2,3-d]pyrimidin-2-yl)amino)cyclobutane-1-carboxamide